[K].[K].[Cu] copper dipotassium salt